FC1(CN(CCC1OC=1C=C2C(=NC=NC2=CC1OC)NC1=C(C=CC(=C1)C=1OC=CC1)OC)C(C=C)=O)F 1-(3,3-difluoro-4-((4-((5-(furan-2-yl)-2-methoxyphenyl)amino)-7-methoxyquinazolin-6-yl)oxy)piperidin-1-yl)prop-2-en-1-one